(2r,4s)-4-(3-((1H-indazol-5-yl)ethynyl)-4-amino-1H-pyrazolo[3,4-d]pyrimidin-1-yl)-2-(methoxymethyl)pyrrolidine-1-carboxylic acid tert-butyl ester C(C)(C)(C)OC(=O)N1[C@H](C[C@@H](C1)N1N=C(C=2C1=NC=NC2N)C#CC=2C=C1C=NNC1=CC2)COC